C1(CC1)S(=O)(=O)NC1=CC(=NC=C1)C(CN1CCNCC1)NC(=O)C=1SC(=CN1)C1=NC(=CN=C1)OCC N-(1-(4-(cyclopropanesulphonylamino)pyridin-2-yl)-2-(piperazin-1-yl)ethyl)-5-(6-ethoxypyrazin-2-yl)thiazole-2-carboxamide